C(C)NC1=C(N=NC=C1Cl)Cl N-ethyl-3,5-dichloropyridazin-4-amine